2-(2,3-dihydro-[1,4]oxazino[2,3,4-hi]indazol-6-yl)propan-2-amine O1CCN2N=C(C3=CC=CC1=C23)C(C)(C)N